ClC=1C=C(C=NC1N1N=CC=N1)NC(=O)C=1C=NN(C1C(F)(F)F)C1=CN=C(C2=CC=CC=C12)NC(OC(C)(C)C)=O tert-butyl (4-(4-((5-chloro-6-(2H-1,2,3-triazol-2-yl)pyridin-3-yl)carbamoyl)-5-(trifluoromethyl)-1H-pyrazol-1-yl)isoquinolin-1-yl)carbamate